methyl (2S,3R)-3-cyclopropyl-3-(3-hydroxyphenyl)-2-methyl-propanoate C1(CC1)[C@H]([C@@H](C(=O)OC)C)C1=CC(=CC=C1)O